C(C)(C)(C)OC(=O)N(C(OC(C)(C)C)=O)C1=NC=CC=C1C1=CN(C2=NC(=CC=C21)NC(=O)C2CC2)COCC[Si](C)(C)C tert-butyl N-(tert-butoxycarbonyl)-N-[3-(6-cyclopropaneamido-1-[[2-(trimethylsilyl)ethoxy]methyl]pyrrolo[2,3-b]pyridin-3-yl)pyridin-2-yl]carbamate